NC1=C(N(C=N1)COCC[Si](C)(C)C)CNC1CCN(CC1)C1=C(C=CC=C1C)F [5-Amino-3-(2-trimethylsilanyl-ethoxymethyl)-3H-imidazol-4-ylmethyl]-[1-(2-fluoro-6-methylphenyl)-piperidin-4-yl]-amine